C1(=C(C=CC=C1)C1(C2=CC(=CC=C2C2=NC=CC=C21)Cl)O)C2=CC=CC=C2 5-([1,1'-biphenyl]-2-yl)-7-chloro-5H-indeno[1,2-b]pyridin-5-ol